1-(4-chlorophenyl)-2-((5-(m-tolyl)-4H-1,2,4-triazol-3-yl)thio)ethan-1-one ClC1=CC=C(C=C1)C(CSC1=NN=C(N1)C=1C=C(C=CC1)C)=O